6-[2-(2-methoxy-4,5-dimethyl-phenyl)-ethylamino]-pyrimidin COC1=C(C=C(C(=C1)C)C)CCNC1=CC=NC=N1